8-(diethoxyphosphoryl)octanoic acid C(C)OP(=O)(OCC)CCCCCCCC(=O)O